C(CCSSCCCO)O 3,3'-dithiodipropyl alcohol